tert-butyl (4-(1-tosyl-1H-pyrrolo[2,3-c]pyridin-3-yl)pyridin-2-yl)carbamate S(=O)(=O)(C1=CC=C(C)C=C1)N1C=C(C=2C1=CN=CC2)C2=CC(=NC=C2)NC(OC(C)(C)C)=O